2-((2R,4S)-4-((2,3-dihydrobenzo[b][1,4]dioxin-6-yl-2,2,3,3-d4)oxy)-2-methylpiperidin-1-yl)-3-methyl-6,7-dihydro-5H-pyrrolo[3,4-b]pyridin-5-one O1C2=C(OC(C1([2H])[2H])([2H])[2H])C=C(C=C2)O[C@@H]2C[C@H](N(CC2)C2=C(C=C1C(=N2)CNC1=O)C)C